4-(4-fluorophenyl)-1-(5-(isopropylsulfanyl)-4-(4-(trifluoromethyl)phenyl)thiazol-2-yl)-3-methyl-1H-pyrazole-5-carboxylic acid FC1=CC=C(C=C1)C=1C(=NN(C1C(=O)O)C=1SC(=C(N1)C1=CC=C(C=C1)C(F)(F)F)SC(C)C)C